1-(6-Chloropyridin-3-yl)-4-[(1-methyl-1H-pyrazol-4-yl)amino]methyl-1H-pyrazole-3-acetic acid ClC1=CC=C(C=N1)N1N=C(C(=C1)CNC=1C=NN(C1)C)CC(=O)O